(1'S,2'r,5'S,6'S,7'S)-4'-[(2S)-2-amino-3,3-dimethylbutyryl]-4'-azaspiro[cyclopropane-1,8'-tricyclo[5.2.1.0{2,6}]decane]-5'-carboxylic acid N[C@H](C(=O)N1C[C@@H]2[C@@H]3CC4([C@H]([C@@H]2[C@H]1C(=O)O)C3)CC4)C(C)(C)C